O[C@@H]1CC[C@H](CC1)C(=O)N(C1=CC(=CC=C1)C=1C=NN(C1)C1CCOCC1)C[C@@H]1CC[C@H](CC1)C1=CC(=C(C=C1)OC)C trans-4-hydroxy-N-((trans-4-(4-methoxy-3-methylphenyl)cyclohexyl)methyl)-N-(3-(1-(tetrahydro-2H-pyran-4-yl)-1H-pyrazol-4-yl)phenyl)cyclohexanecarboxamide